6-Chloro-4-((1-cyclopropyl-7-methoxy-1H-pyrazolo[4,3-c]pyridin-6-yl)amino)-N-(methyl-d3)nicotinamide ClC1=NC=C(C(=O)NC([2H])([2H])[2H])C(=C1)NC1=C(C2=C(C=N1)C=NN2C2CC2)OC